4-(Cyclopropylethynyl)benzoic acid methyl ester COC(C1=CC=C(C=C1)C#CC1CC1)=O